4-bromo-2-(1-cyanocyclopropyl)-3-fluorobenzoic acid methyl ester COC(C1=C(C(=C(C=C1)Br)F)C1(CC1)C#N)=O